2-[4-[3-Bromo-4-(trifluoromethoxy)benzoyl]piperazin-1-yl]-3H-quinazolin-4-one BrC=1C=C(C(=O)N2CCN(CC2)C2=NC3=CC=CC=C3C(N2)=O)C=CC1OC(F)(F)F